1,5-bis[bis(3,5-dimethylphenyl)phosphino]pentane CC=1C=C(C=C(C1)C)P(CCCCCP(C1=CC(=CC(=C1)C)C)C1=CC(=CC(=C1)C)C)C1=CC(=CC(=C1)C)C